4-(3,4-dichlorophenoxy)piperidine ClC=1C=C(OC2CCNCC2)C=CC1Cl